CN(C)CC1CCN(CC1)C(CNC(=O)C1=CC2=C(N(C(=N2)NC=2SC3=C(N2)C=CC(=C3)OC(F)(F)F)C)C=C1)=O 1-Methyl-2-(6-trifluoromethoxy-benzothiazol-2-ylamino)-1H-benzoimidazole-5-carboxylic acid [2-(4-dimethylaminomethyl-piperidin-1-yl)-2-oxo-ethyl]-amide